1-C-{4-chloro-3-[(3-fluoro-4-ethoxyphenyl)methyl]phenyl}-5-C-(hydroxymethyl)-beta-L-idopyranose ClC1=C(C=C(C=C1)[C@@]1(O)[C@H](O)[C@@H](O)[C@H](O)C(O1)(CO)CO)CC1=CC(=C(C=C1)OCC)F